SCCC(=O)N[C@@H](CS)C(=O)O N-(3-mercaptopropionyl)-L-cysteine